C[C@]12C3CC[C@@]4(C(=CCC4C3CC=C2C[C@H](CC1)NC(=O)N1CC=NC=C1)N1C=NC(=C1)C(NC)=O)C N-((3S,10R,13S)-10,13-dimethyl-17-(4-(methylcarbamoyl)-1H-imidazol-1-yl)-2,3,4,7,8,9,10,11,12,13,14,15-dodecahydro-1H-cyclopenta[a]phenanthren-3-yl)pyrazine-4-carboxamide